S([O-])(O)(=O)=O.C(CCC)[N+](CCCC)(CCCC)CCCC tetrabutylammonium bisulfate